CC1=NC=CC2=C1N=CO2 4-methyloxazolo[4,5-c]pyridine